tert-butyl 6-(2,4-difluorophenyl)-2-azaspiro[3.3]hept-5-ene-2-carboxylate FC1=C(C=CC(=C1)F)C1=CC2(CN(C2)C(=O)OC(C)(C)C)C1